(2S,3S,4S,5S,6S)-2-((S)-2-acetoxy-1-fluoroethyl)-6-(((S)-(((S)-1-isopropoxy-1-oxopropan-2-yl)amino)(phenoxy)phosphoryl)oxy)tetrahydro-2H-pyran-3,4,5-triyl triacetate C(C)(=O)O[C@@H]1[C@H](O[C@H]([C@H]([C@H]1OC(C)=O)OC(C)=O)O[P@@](=O)(OC1=CC=CC=C1)N[C@H](C(=O)OC(C)C)C)[C@H](COC(C)=O)F